FC=1C(=NC(=CC1)C1=C(C=C(C=C1)S(=O)(=O)N1CC(CC1)CCO)C)C#N 3-fluoro-6-(4-((3-(2-hydroxyethyl)pyrrolidin-1-yl)sulfonyl)-2-methylphenyl)pyridinecarbonitrile